(difluoromethoxy)-4-methyl-1H-indazol-3-amine FC(ON1N=C(C2=C(C=CC=C12)C)N)F